N1CC(C1)=CC=1C=C(C(=NC1)C1=C(CCCC2=C1C=CC(=C2)C(=O)OC)C2CC(CCC2)(C)C)F methyl 9-(5-(azetidin-3-ylidenemethyl)-3-fluoropyridin-2-yl)-8-(3,3-dimethylcyclohexyl)-6,7-dihydro-5H-benzo[7]annulene-3-carboxylate